(S)-3-(4-chloro-3-((2R,3R)-2-(2,3-dihydro-1H-inden-5-yl)-4,4,4-trifluoro-3-Methylbutyrylamino)phenyl)-3-cyclopropylpropionic acid ClC1=C(C=C(C=C1)[C@@H](CC(=O)O)C1CC1)NC([C@H]([C@H](C(F)(F)F)C)C=1C=C2CCCC2=CC1)=O